ClC=1C=C(C=CC1F)NC(N(C)[C@@H]1CSCC=2NC(C=3C=C(C=CC3C21)F)=O)=O (S)-3-(3-chloro-4-fluorophenyl)-1-(8-fluoro-6-oxo-1,4,5,6-tetrahydro-2H-thiopyrano[3,4-c]isoquinolin-1-yl)-1-methylurea